9-bromo-7,12-dihydro-12-methyl-indolo-[3,2-d][1]benzazepin-6(5H)-one BrC=1C=C2C(=CC1)N(C1=C2CC(NC2=C1C=CC=C2)=O)C